C12(CC3CC(CC(C1)C3)C2)P(C(C)C)C23CC1CC(CC(C2)C1)C3 Di(1-adamantyl)-iso-propylphosphine